N-methyl-4-nonadecyl-N-octadecylanilinium [tetrakis(pentafluorophenyl) borate] FC1=C(C(=C(C(=C1[B-](C1=C(C(=C(C(=C1F)F)F)F)F)(C1=C(C(=C(C(=C1F)F)F)F)F)C1=C(C(=C(C(=C1F)F)F)F)F)F)F)F)F.C[NH+](C1=CC=C(C=C1)CCCCCCCCCCCCCCCCCCC)CCCCCCCCCCCCCCCCCC